N-[4-(2,6-dimethylphenyl)-6-[4-(4-methylpiperazin-1-yl)-3-(trifluoromethyl)phenoxy]pyrimidin-2-yl]-1-methyl-pyrazole-4-sulfonamide CC1=C(C(=CC=C1)C)C1=NC(=NC(=C1)OC1=CC(=C(C=C1)N1CCN(CC1)C)C(F)(F)F)NS(=O)(=O)C=1C=NN(C1)C